C1(=C(C(=C(C(=C1[2H])[2H])[2H])[2H])[2H])C1OCC(NC1)=O 6-(phenyl-d5)morpholine-3-one